NC1=NC(=CC(=N1)C=1N=NN(C1)CC1=CC=CC(=N1)C(C(=O)O)C(C)C)C1=C(C=CC=C1)F [6-({4-[2-amino-6-(o-fluorophenyl)-4-pyrimidinyl]-1H-1,2,3-triazol-1-yl}methyl)-2-pyridinyl]-3-methylbutanoic acid